4-[4-(8-hydroxyoctyloxy)benzoyl]chalcone OCCCCCCCCOC1=CC=C(C(=O)C2=CC=C(C=C2)\C=C\C(=O)C2=CC=CC=C2)C=C1